{4-[2-(2-aminopyrimidin-5-yl)ethynyl]-3-chloropyridin-2-yl}-5-chloro-2-methoxypyridine-3-sulfonamide NC1=NC=C(C=N1)C#CC1=C(C(=NC=C1)C1=C(C(=NC=C1Cl)OC)S(=O)(=O)N)Cl